ClC1=CC=C(C=C1)N1C(=NC2=C1C=NC=C2)C=2N=CC(=NC2)N2CCOCC2 4-{5-[3-(4-Chlorophenyl)-3H-imidazo[4,5-c]pyridin-2-yl]pyrazin-2-yl}morpholine